3-(2-((2-chloropyridin-3-yl)(methyl)amino)quinolin-6-yl)-8-methoxy-2-thioxo-2,3-dihydro-4H-pyrido[2,3-e][1,3]oxazin-4-one ClC1=NC=CC=C1N(C1=NC2=CC=C(C=C2C=C1)N1C(OC2=C(C1=O)N=CC=C2OC)=S)C